NC(CC)CC(C)N 3,5-diaminohexane